racemic-butyl-propyl-lactamide C(CCC)C[C@](C(=O)N)(O)CCC |r|